Methyl 4-chloro-((1-ethyl-1H-imidazol-5-yl)methyl)-2-(hydroxymethyl)-1H-benzo[d]imidazole-6-carboxylate ClC1=CC(=CC=2N(C(=NC21)CO)CC2=CN=CN2CC)C(=O)OC